OCCC=1C=C(N=NC1)N1C=NC=C1 3-(5-(hydroxyethyl)pyridazin-3-yl)imidazole